C(=O)O.N1CC(C1)CNC(C1=C(C=C(C=C1)NC=1C=2N(C=CN1)C(=CN2)C=2C(=NN(C2)CC(F)F)C(F)(F)F)CC)=O N-(azetidin-3-ylmethyl)-4-((3-(1-(2,2-difluoroethyl)-3-(trifluoromethyl)-1H-pyrazol-4-yl)imidazo[1,2-a]pyrazin-8-yl)amino)-2-ethylbenzamide formate